(1s,4s)-4-((2-chloro-5-((1-(2,2-difluorocyclopropyl)-1H-pyrazol-4-yl)ethynyl)pyridin-4-yl)amino)-1-methylcyclohexan-1-ol ClC1=NC=C(C(=C1)NC1CCC(CC1)(O)C)C#CC=1C=NN(C1)[C@@H]1C(C1)(F)F